N1C=NC=2C=NC=CC21 Imidazo[4,5-C]pyridine